CN[C@@H](CC(=O)O)C(N1CC(C(C1)(F)F)(F)F)=O (3S)-3-(Methylamino)-4-oxo-4-(3,3,4,4-tetrafluoropyrrolidin-1-yl)butanoic acid